FC(C)(F)C=1C=C(C=NC1)N(S(=O)(=O)CC)CC=1SC(=CN1)C=1OC(=NN1)C(F)F N-[5-(1,1-difluoroethyl)pyridin-3-yl]-N-({5-[5-(difluoromethyl)-1,3,4-oxadiazol-2-yl]-1,3-thiazol-2-yl}methyl)ethane-1-sulfonamide